(1S,2R,3S,6R,7S)-4-(tert-butoxycarbonyl)-9,9-difluoro-4-azatricyclo[5.2.1.0^{2,6}]decane-3-carboxylic acid C(C)(C)(C)OC(=O)N1[C@@H]([C@H]2[C@H]3C(C[C@@H]([C@H]2C1)C3)(F)F)C(=O)O